3-fluoro-5-({1H-pyrazolo[3,4-d]pyrimidin-4-yl}amino)benzonitrile FC=1C=C(C#N)C=C(C1)NC1=C2C(=NC=N1)NN=C2